CC([C@@H](COC1=NC=C(C=C1)C1=CC=C(C=C1)C(F)(F)F)NC1=CC=C(C(=O)OCC)C=C1)C (S)-ethyl 4-(3-methyl-1-(5-(4-(trifluoromethyl)phenyl)pyridin-2-yloxy)butan-2-ylamino)benzoate